tert-butyl ((3S,5S)-1-(7-(6-(bis(4-methoxybenzyl)amino)-4-methyl-3-(trifluoromethyl)pyridin-2-yl)-2-chloro-8-fluoropyrido[4,3-d]pyrimidin-4-yl)-5-hydroxypiperidin-3-yl)carbamate COC1=CC=C(CN(C2=CC(=C(C(=N2)C2=C(C=3N=C(N=C(C3C=N2)N2C[C@H](C[C@@H](C2)O)NC(OC(C)(C)C)=O)Cl)F)C(F)(F)F)C)CC2=CC=C(C=C2)OC)C=C1